FC1=CC=C(C=C1)S(=O)(=O)N1CC(N(CC1)C1=CC(=CC(N1)=O)N1[C@@H](COCC1)C)C(F)(F)F 6-[4-(4-fluorophenyl)sulfonyl-2-(trifluoromethyl)piperazin-1-yl]-4-[(3R)-3-methylmorpholin-4-yl]-1H-pyridin-2-one